(2R,3S,4S,5R)-3-(4-Fluoro-2-methoxy-3-methylphenyl)-4,5-dimethyl-5-(trifluoromethyl)tetrahydrofuran-2-carboxylic acid FC1=C(C(=C(C=C1)[C@H]1[C@@H](O[C@]([C@H]1C)(C(F)(F)F)C)C(=O)O)OC)C